dimethyl-bicyclo[2.2.1]hept-5-ene-2,3-dicarboxylic acid (endo)-dimethyl-carbonate COC(OC)=O.CC1=C(C2C(C(C1C2)C(=O)O)C(=O)O)C